(S)-quinuclidin-3-yl (6-methoxy-7-(4-methoxy-3,5-dimethylphenyl)-3,3-dimethylchroman-4-yl)carbamate COC=1C=C2C(C(COC2=CC1C1=CC(=C(C(=C1)C)OC)C)(C)C)NC(O[C@@H]1CN2CCC1CC2)=O